9-octadecene acetate C(C)(=O)O.CCCCCCCCC=CCCCCCCCC